2-(2-(2-aminoethoxy)-ethoxy)acetic acid NCCOCCOCC(=O)O